2,5-dimethoxy-4-propyl-thiophenethylamine COC1(SC(=C(C1)CCC)OC)CCN